CC1=NC(=NC(=C1)C)N1C[C@@H]2[C@H](CC1)[C@H](N(C2)C(=O)C2=C(C=CC(=C2)F)N2N=CC=N2)C ((1R,3aS,7aS)-5-(4,6-dimethylpyrimidin-2-yl)-1-methyloctahydro-2H-pyrrolo[3,4-c]pyridine-2-yl)(5-fluoro-2-(2H-1,2,3-triazol-2-yl)phenyl)methanone